C(C)(=O)O[C@H]1[C@H](OC(C)=O)[C@H](OC(C)=O)[C@H](O1)C 5-deoxy-1,2,3-tri-O-acetyl-beta-D-ribofuranose